ClC(C1=C(C(=C(C(=C1Cl)Cl)C(Cl)(Cl)Cl)Cl)Cl)(Cl)Cl 1,4-bis(trichloromethyl)-2,3,5,6-tetrachlorobenzene